FC=1C=CC2=C(C3C(O2)C3C(=O)N[C@H]3CCOC2=C3C=CC(=C2)F)C1 exo-5-fluoro-N-[(4S)-7-fluoro-3,4-dihydro-2H-1-benzopyran-4-yl]-1a,6b-dihydro-1H-cyclopropa[b][1]benzofuran-1-carboxamide